NC=1C2=C(N=CN1)N(C(=C2C2=CC=C(C=C2)OC2=NC=CC=N2)C2CN(CC2)C(C=C)=O)CCN2CCOCC2 1-(3-(4-amino-7-(2-morpholinoethyl)-5-(4-(pyrimidin-2-yloxy)phenyl)-7H-pyrrolo[2,3-d]pyrimidin-6-yl)pyrrolidin-1-yl)prop-2-en-1-one